Cl.S1C(=CC=C1)/C=C/C1=NN(C=C1)C(=O)OC1CCN(CC1)C 1-methylpiperidin-4-yl (E)-3-(2-(thiophen-2-yl)vinyl)-1H-pyrazole-1-carboxylate hydrochloride